methyl (E,2S)-4-oxo-2-(tritylamino)hept-5-enoate O=C(C[C@@H](C(=O)OC)NC(C1=CC=CC=C1)(C1=CC=CC=C1)C1=CC=CC=C1)\C=C\C